N-(3-iodobenzyl)-2-(2,4,5-trimethoxyphenyl)-ethan-1-amine IC=1C=C(CNCCC2=C(C=C(C(=C2)OC)OC)OC)C=CC1